1-(4-bromo-1-phenyl-3-((piperidin-4-yloxy)methyl)-1H-pyrazol-5-yl)-3-((3s,4r)-4-(3,4-difluorophenyl)-1-(2-methoxyethyl)pyrrolidin-3-yl)urea dihydrochloride Cl.Cl.BrC=1C(=NN(C1NC(=O)N[C@@H]1CN(C[C@H]1C1=CC(=C(C=C1)F)F)CCOC)C1=CC=CC=C1)COC1CCNCC1